3-Chloro-6-(chloromethyl)quinoline ClC=1C=NC2=CC=C(C=C2C1)CCl